FC1=CC(=C(C=C1)NC1=CC(=NC(=C1)C(NC1=CC=CC=C1)=O)NC(OC(C)(C)C)=O)O Tert-butyl (4-((4-fluoro-2-hydroxyphenyl)amino)-6-(phenylcarbamoyl)pyridin-2-yl)carbamate